ethyl (Z)-4-ethoxy-3-hydroxybut-2-enoate C(C)OC/C(=C/C(=O)OCC)/O